3,5-dibromo-1-(3-hydroxypropyl)pyrazole-4-carboxylic acid ethyl ester C(C)OC(=O)C=1C(=NN(C1Br)CCCO)Br